C1[C@H]([C@@H](CO[C@H]1C2=CC=C(C=C2)O)O)C3=CC(=C(C=C3)O)O The molecule is a norlignan that is a derivative of sugiresinol in which the aromatic ring B has an additional hydroxy substituent. It derives from a sugiresinol.